5-(2-((2-fluoro-2-methylpropyl)amino)-7H-pyrrolo[2,3-d]pyrimidin-5-yl)-N-(trans-4-methoxycyclohexyl)pyrazolo[1,5-a]pyridine-3-carboxamide FC(CNC=1N=CC2=C(N1)NC=C2C2=CC=1N(C=C2)N=CC1C(=O)N[C@@H]1CC[C@H](CC1)OC)(C)C